N1CCC(CC1)CC=C1CC2[C@H](C([C@H]3[C@@H]4CCC([C@@]4(C)CC[C@@H]3[C@]2(CC1)C)=O)=O)CO 3-[2-(piperidin-4-yl)ethyliden]-6alpha-hydroxymethylandrostane-7,17-dione